FC(C=1C=C2C=CC(=NC2=CC1)CNCCCCNCCNC1=NC2=C(C3=CN=CC=C13)C=CC(=C2)C(=O)N)(F)F 5-((2-((4-(((6-(Trifluoromethyl)quinolin-2-yl)methyl)amino)butyl)amino)ethyl)amino)benzo[c][2,6]naphthyridine-8-carboxamide